BrC1=C(C(=C(C(=C1C=O)Br)C=O)Br)C=O 2,4,6-tribromobenzene-1,3,5-tricarbaldehyde